6,10-dimethylundec-5,9-diene-1-yne CC(=CCCC#C)CCC=C(C)C